C1(CC1)C1=NC=CC(=C1)C1=NOC(=N1)[C@H](C)NC(C1=CC(=CC(=C1)F)F)=O (S)-N-(1-(3-(2-cyclopropylpyridin-4-yl)-1,2,4-oxadiazol-5-yl)ethyl)-3,5-difluorobenzamide